2-((3-amino-2,2-dimethylpropoxy)methyl)-2-ethylpropane-1,3-diamine NCC(COCC(CN)(CN)CC)(C)C